butyl 9,10-epoxystearate C(CCCCCCCC1C(CCCCCCCC)O1)(=O)OCCCC